FC1=CC=C(OCCC[Sn](C)(C)C)C=C1 3-(4-fluorophenoxy)propyltrimethyltin